2'-fluoro-3'-methyl-guanosine 5-methyluridine-3'-phosphate P(=O)(O)(O)O[C@H]1[C@H]([C@@H](O[C@@H]1CO)N1C(=O)NC(=O)C(=C1)C)O.F[C@@]1([C@@H](O[C@@H]([C@]1(O)C)CO)N1C=NC=2C(=O)NC(N)=NC12)O